tert-butyl (2S,4R)-2-methyl-4-((1-methyl-1H-pyrrolo[2,3-b]pyridin-6-yl)oxy)pyrrolidine-1-carboxylate C[C@@H]1N(C[C@@H](C1)OC1=CC=C2C(=N1)N(C=C2)C)C(=O)OC(C)(C)C